FC(C(C)=NNC(C1=CC=CC=C1)=O)(F)F N'-(1,1,1-trifluoropropane-2-ylidene)benzohydrazide